1-[(4-bromo-2-fluoro-phenyl)methyl]-2-tert-butyl-imidazole BrC1=CC(=C(C=C1)CN1C(=NC=C1)C(C)(C)C)F